3-bromo-5-[6-fluoro-3-(1H-imidazol-4-yl)imidazo[1,2-a]pyrimidin-2-yl]-1H-1,2,4-triazole BrC1=NNC(=N1)C=1N=C2N(C=C(C=N2)F)C1C=1N=CNC1